ClC1=CC=C(C=N1)C1=CN=C2N1C=CC=C2 3-(6-chloropyridin-3-yl)imidazo[1,2-a]pyridine